6-((6-cyanopyridin-2-yl)amino)-4-((2-methoxy-3-(pyridin-2-yl)phenyl)amino)-N-(methyl-d3)Nicotinamide C(#N)C1=CC=CC(=N1)NC1=NC=C(C(=O)NC([2H])([2H])[2H])C(=C1)NC1=C(C(=CC=C1)C1=NC=CC=C1)OC